7-formyl-indoline-1-carboxylic acid tert-butyl ester C(C)(C)(C)OC(=O)N1CCC2=CC=CC(=C12)C=O